1,3-dinitropyridine [N+](=O)([O-])N1CC(=CC=C1)[N+](=O)[O-]